FC(OC1=CC=CC(=N1)C=O)F 6-(difluoromethoxy)pyridinecarboxaldehyde